CNC(C=COC1=CC=C2C(=CC(OC2=C1)=O)C1=C(C=CC=C1)C)=O N-methyl-3-((2-oxo-4-(o-tolyl)-2H-chromen-7-yl)oxy)propenamide